C1=CC=C(C=C1)COC(=O)N[C@@H](CCCCN)C(=O)O Z-lysine